(2R,3S)-3-[(2-aminopyridin-4-yl)methyl]-2-(methylsulfonyl)-4-oxo-N-[(1R)-1-phenylethyl]azetidine-1-carboxamide trifluoroacetate FC(C(=O)O)(F)F.NC1=NC=CC(=C1)C[C@@H]1[C@H](N(C1=O)C(=O)N[C@H](C)C1=CC=CC=C1)S(=O)(=O)C